N-{5-methoxy-2-[4-(methoxymethyl)-4-methylpiperidin-1-yl]phenyl}-2,3-dihydro-1H-indene-5-sulfonamide COC=1C=CC(=C(C1)NS(=O)(=O)C=1C=C2CCCC2=CC1)N1CCC(CC1)(C)COC